C1CC12CCN(CC2)C2=C(C(=O)NC1=NC3=C(C=CC=C3C=C1C(=O)O)N1CCC(CC1)(F)F)C=CC(=C2)I (2-{6-azaspiro[2.5]oct-6-yl}-4-iodobenzoylamino)-8-(4,4-difluoropiperidin-1-yl)quinoline-3-carboxylic acid